3-amino-[1,2'-bipyridin]-2-one NC=1C(N(C=CC1)C1=NC=CC=C1)=O